methyl (R)-2-aminobutanoate N[C@@H](C(=O)OC)CC